2-[3-(4-Chlorophenyl)-1-[2-(4-chlorophenyl)sulfanylphenyl]-3-oxopropyl]sulfanylacetic acid ClC1=CC=C(C=C1)C(CC(C1=C(C=CC=C1)SC1=CC=C(C=C1)Cl)SCC(=O)O)=O